CN1CCC(CC1)NC(=O)C1=CC(=CC=2C(=CSC21)CC(F)(F)F)C#CCNC=2C(OC)=CC=C(C2)S(=O)(=O)C N-(1-methyl-4-piperidyl)-5-[3-(4-mesyl-2-anisidino)-1-propynyl]-3-(2,2,2-trifluoroethyl)-1-benzothiophene-7-carboxamide